N-([1,1'-biphenyl]-4-yl-2',3',4',5',6'-d5)-[1,1':3',1''-terphenyl]-5'-amine C1(=CC=C(C=C1)NC=1C=C(C=C(C1)C1=CC=CC=C1)C1=CC=CC=C1)C1=C(C(=C(C(=C1[2H])[2H])[2H])[2H])[2H]